3,4-dibromo-2-butanol BrC(C(C)O)CBr